6-Chloro-3-[(1R)-1-[2-(4-cyanophenyl)-3,6-dimethyl-4-oxo-chromen-8-yl]ethoxy]pyridine-2-sulfonamide ClC1=CC=C(C(=N1)S(=O)(=O)N)O[C@H](C)C=1C=C(C=C2C(C(=C(OC12)C1=CC=C(C=C1)C#N)C)=O)C